C(C(=CC(=O)[O-])C(=O)[O-])C(=O)[O-] The molecule is a tricarboxylic acid trianion that is the conjugate base of aconitic acid. It is a conjugate base of an aconitic acid.